(2,2,2-trifluoroethyl) (3-fluorophenyl) sulfide FC=1C=C(C=CC1)SCC(F)(F)F